C(C)N(C1=NC(=NC(=N1)N(CC)CC)NN)CC 2,4-bis(diethylamino)-6-hydrazino-1,3,5-triazine